FC(C1=CC=CC(=N1)NC(=O)C=1C(=CC=2N(C1)C=C(N2)C2CCC(CC2)CN2CC(C(CC2)C2=CC=C(C=C2)C2C(NC(CC2)=O)=O)(F)F)OC(C)C)F N-[6-(difluoromethyl)-2-pyridinyl]-2-[4-[[4-[4-(2,6-dioxo-3-piperidinyl)phenyl]-3,3-difluoro-1-piperidinyl]methyl]cyclohexyl]-7-isopropoxy-imidazo[1,2-a]pyridine-6-carboxamide